1-((5-cyclobutyl-1,3,4-oxadiazol-2-yl)methyl)-6-(4-methoxypyrrolo[2,1-f][1,2,4]triazin-5-yl)-2-methyl-1H-imidazo[4,5-b]pyridine C1(CCC1)C1=NN=C(O1)CN1C(=NC2=NC=C(C=C21)C=2C=CN1N=CN=C(C12)OC)C